FC1(CN(C1)CC(F)(F)F)C#CC1=CC2=C(OC[C@@H](C(N2C)=O)NC(C2=NC=CC(=C2)OC2=CC=CC=C2)=O)C=C1 (S)-N-(7-((3-fluoro-1-(2,2,2-trifluoroethyl)azetidin-3-yl)ethynyl)-5-methyl-4-oxo-2,3,4,5-tetrahydrobenzo[b][1,4]oxazepin-3-yl)-4-phenoxypicolinamide